C1=CC=CC2=NC3=CC=CC=C3C(=C12)CCCC=1C2=CC=CC=C2N=C2C=CC=CC12 1,3-bis(9-acridinyl)propane